2-[[4-[2-Methyl-4-(4-pyridyl)pyrazol-3-yl]phenoxy]methyl]quinoline-3-carboxylic acid CN1N=CC(=C1C1=CC=C(OCC2=NC3=CC=CC=C3C=C2C(=O)O)C=C1)C1=CC=NC=C1